C(=O)O.ClC=1C=C2CCCN(C2=C(C1)C1=C2C(=NC=C1)C=C(S2)CN2C(CCC2=O)=O)C2CCNCC2 1-((7-(6-chloro-1-(piperidin-4-yl)-1,2,3,4-tetrahydroquinolin-8-yl)thieno[3,2-b]pyridin-2-yl)methyl)pyrrolidine-2,5-dione, formic acid salt